6-nitrobenzothiazole-2-thiol [N+](=O)([O-])C1=CC2=C(N=C(S2)S)C=C1